tert-butyl N-[2-(4-formylcyclohexyl)-6-methoxy-indazol-5-yl]carbamate C(=O)C1CCC(CC1)N1N=C2C=C(C(=CC2=C1)NC(OC(C)(C)C)=O)OC